4-[(4R,10bS)-2-(8-cyano-5-quinolinyl)-4-methyl-3,4,6,10b-tetrahydro-1H-pyrazino[2,1-a]isoindole-8-carbonyl]piperazine-1-carboxylic acid tert-butyl ester C(C)(C)(C)OC(=O)N1CCN(CC1)C(=O)C=1C=C2CN3[C@@H](C2=CC1)CN(C[C@H]3C)C3=C1C=CC=NC1=C(C=C3)C#N